(7S)-2-chloro-8-isopropyl-4,7-dimethyl-5,7-dihydropteridin-6-one ClC1=NC=2N([C@H](C(NC2C(=N1)C)=O)C)C(C)C